C(CCCCCCC(=O)OC1=C(C=C(C(=C1N1N=C2C(=N1)C=CC=C2)O)CCC)C)(=O)OC2=C(C=C(C(=C2N2N=C1C(=N2)C=CC=C1)O)CCC)C bis(3-(2H-benzotriazol-2-yl)-4-hydroxy-5-propyltolyl) suberate